4''-(3-phenyl-9H-carbazol-9-yl)-[1,1':2',1''-terphenyl] C1(=CC=CC=C1)C=1C=CC=2N(C3=CC=CC=C3C2C1)C1=CC=C(C=C1)C=1C(=CC=CC1)C1=CC=CC=C1